5-(6-Chloro-5-((1S,2S)-2-(trifluoromethyl)cyclopropyl)pyridazin-3-yl)pyrimidine-2,4(1H,3H)-dione ClC1=C(C=C(N=N1)C=1C(NC(NC1)=O)=O)[C@@H]1[C@H](C1)C(F)(F)F